1-amino-3-ethyl-1,2,3-triazolium N[N+]1=NN(C=C1)CC